C(#N)[C@H](CC1=CC=C(C=C1)C=1C=CC2=C(N(C(O2)=O)C)C1)NC(=O)[C@H]1OC[C@@H](CNC1)OC (2S,6R)-N-((S)-1-cyano-2-(4-(3-methyl-2-oxo-2,3-dihydrobenzo[d]oxazol-5-yl)phenyl)ethyl)-6-methoxy-1,4-oxazepane-2-carboxamide